C(C)OC(C1=C(C=C(C(=O)OCC)C(=C1)O)O)=O diethyl-2,5-dihydroxyterephthalate